isethionat S(=O)(=O)([O-])CCO